S1C(=NC=C1)NC(=S)N (2-thiazolyl)thiourea